ClC1=NC=C(C(=C1)N1C[C@@H](CC1)NC(C)=O)C=1C=NN(C1)C1CCOCC1 (R)-N-(1-(2-chloro-5-(1-(tetrahydro-2H-pyran-4-yl)-1H-pyrazol-4-yl)pyridin-4-yl)pyrrolidin-3-yl)acetamide